5-carbonyl-1,2,4a,5,6,7-hexahydro-8-oxa-3,5a,9,12,13c-pentazanaphtho[3,2,1-de]anthracene-3(4H)-carboxylate C(=O)=C1C2CN(CCN2C=2C=3N1CCOC3N=C3C=CN=CC23)C(=O)[O-]